butyl 4-methyl-4-hexenoate CC(CCC(=O)OCCCC)=CC